2-([1,1'-biphenyl]-4-sulfonamido)-N-hydroxy-4-methylpentanamide C1(=CC=C(C=C1)S(=O)(=O)NC(C(=O)NO)CC(C)C)C1=CC=CC=C1